COC(OC)[SiH2]CCCOCC1CO1 dimethoxymethyl-[(3-oxiranylmethoxy)propyl]silane